N-methoxy-3-(2-methoxyphenyl)-N-methylpropanamide CON(C(CCC1=C(C=CC=C1)OC)=O)C